(R)-1-(1-benzyl-3-methyl-2-oxo-2,3-dihydro-1H-pyrido[2,3-b][1,4]oxazin-6-yl)-3-(tert-butyl)urea C(C1=CC=CC=C1)N1C2=C(O[C@@H](C1=O)C)N=C(C=C2)NC(=O)NC(C)(C)C